[C@H]12OC[C@H](N(C1)CCOCCN1C3=CC=C(C=C3OC=3C=C(C=CC13)Br)Br)C2 10-(2-(2-((1R,4R)-2-oxa-5-azabicyclo[2.2.1]heptan-5-yl)ethoxy)ethyl)-3,7-dibromo-10H-phenoxazine